2-(4-(4-((6-(3-(2,6-Dichloro-3,5-dimethoxyphenyl)-1,3-dimethylureido)pyrimidin-4-yl)amino)phenyl)piperazin-1-yl)acetic acid ClC1=C(C(=C(C=C1OC)OC)Cl)N(C(N(C)C1=CC(=NC=N1)NC1=CC=C(C=C1)N1CCN(CC1)CC(=O)O)=O)C